2-(Difluoromethyl)-5-[6-(8-quinolinyloxymethyl)-3-pyridinyl]-1,3,4-oxadiazole FC(C=1OC(=NN1)C=1C=NC(=CC1)COC=1C=CC=C2C=CC=NC12)F